5-(4-((3-ethyl-5-methoxy-2,4-dioxo-1,2,3,4-tetrahydroquinazolin-7-yl)methyl)piperazin-1-yl)-6-chloro-N-methylpyridineamide C(C)N1C(NC2=CC(=CC(=C2C1=O)OC)CN1CCN(CC1)C=1C=CC(=NC1Cl)C(=O)NC)=O